C(C1=CC=CC=C1)OC1=NC(=CC=C1C1=NN(C2=CC(=CC=C12)N1[C@@H](C[C@@H](CC1)NC(OC(C)(C)C)=O)C)C)OCC1=CC=CC=C1 tert-butyl N-[(2R,4R)-1-[3-(2,6-dibenzyloxy-3-pyridyl)-1-methyl-indazol-6-yl]-2-methyl-4-piperidyl]carbamate